4,4'-(1,1,3,3-tetramethyldisiloxane-1,3-diyl)bis(N-(17-azido-3,6,9,12,15-pentaoxaheptadecyl)butanamide) C[Si](O[Si](C)(C)CCCC(=O)NCCOCCOCCOCCOCCOCCN=[N+]=[N-])(C)CCCC(=O)NCCOCCOCCOCCOCCOCCN=[N+]=[N-]